[Si](C)(C)(C(C)(C)C)OC1CC(C1)N (1S,3S)-3-((tert-butyldimethylsilyl)oxy)cyclobutylamine